(R)-3-(4-(Aminomethyl)phenyl)-6-((1-(3-(3,5-difluorophenyl)-4,4,4-trifluorobutanoyl)-4-hydroxypiperidin-4-yl)methyl)-2-methyl-2H-pyrazolo[4,3-d]pyrimidin-7(6H)-one NCC1=CC=C(C=C1)C=1N(N=C2C1N=CN(C2=O)CC2(CCN(CC2)C(C[C@@H](C(F)(F)F)C2=CC(=CC(=C2)F)F)=O)O)C